ethyl 5-(2,2-difluoroethoxy)-2-methylbenzofuran-3-carboxylate FC(COC=1C=CC2=C(C(=C(O2)C)C(=O)OCC)C1)F